O([Si](C)(C)C(C)(C)C)CC=O 2-tert-Butyldimethylsiloxy-acetaldehyde